ClC=1C=C2C(=NC(=NC2=C(C1C1=CC=CC2=C1N=C(S2)N)F)N2CC1CNC(C2)C1)N1CCNCC1 4-[6-chloro-8-fluoro-4-piperazin-1-yl-2-[3,6-diazabicyclo[3.2.1]octan-3-yl]quinazolin-7-yl]-1,3-benzothiazol-2-amine